6-(3-methoxyphenyl)-5,7-dimethyl-2,6-dihydro-1H-pyrrolo[3,4-d]pyridazin-1-one COC=1C=C(C=CC1)N1C(=C2C(NN=CC2=C1C)=O)C